(3S,4R)-N-[3-fluoro-2-(trifluoromethyl)phenyl]-1-methyl-4-[1-methyl-5-(trifluoromethyl)pyrazol-3-yl]-2-oxo-pyrrolidine-3-carboxamide FC=1C(=C(C=CC1)NC(=O)[C@H]1C(N(C[C@@H]1C1=NN(C(=C1)C(F)(F)F)C)C)=O)C(F)(F)F